(3R,8R,9aS)-8-(2,3-dichloro-6-hydroxyphenyl)-3-[(1R)-1-hydroxyethyl]-hexahydro-2H-pyrido[1,2-a]pyrazine-1,4-dione ClC1=C(C(=CC=C1Cl)O)[C@H]1C[C@@H]2N(C([C@H](NC2=O)[C@@H](C)O)=O)CC1